CN(C)C1=NC(SS1)=S (dimethylamino)-3H-1,2,4-dithiazol-3-thione